SCCC[Si](OC)(C)C γ-mercaptopropyldimethylmethoxysilane